COC(=O)C1=CC=C(C=C1)S(=O)(=O)[O-].COC(=O)C1=C[N+](=CN1C)C 5-(methoxycarbonyl)-1,3-dimethyl-1H-imidazol-3-ium 4-(methoxycarbonyl)benzenesulfonate